tert-butyl rac-6-((4-(1-aminoethyl)-6-(4-fluorophenyl)pyridin-2-yl)oxy)-3-azabicyclo[3.1.0]hexane-3-carboxylate NC(C)C1=CC(=NC(=C1)C1=CC=C(C=C1)F)OC1C2CN(CC12)C(=O)OC(C)(C)C